3-(2-(((((9Z,12Z)-Octadeca-9,12-dien-1-yl)oxy)carbonyl)oxy)-2,2-diphenylacetoxy)spiro[bicyclo[3.2.1]octane-8,1'-pyrrolidin]-8-ium 2,2,2-trifluoroacetate FC(C(=O)[O-])(F)F.C(CCCCCCC\C=C/C\C=C/CCCCC)OC(=O)OC(C(=O)OC1CC2CCC(C1)[N+]21CCCC1)(C1=CC=CC=C1)C1=CC=CC=C1